4-(8-(1-propenoylpyrrolidin-3-yl)quinazolin-6-yl)-3-chloro-N-(pyridin-2-yl)benzamide C(C=C)(=O)N1CC(CC1)C=1C=C(C=C2C=NC=NC12)C1=C(C=C(C(=O)NC2=NC=CC=C2)C=C1)Cl